2-[3-chloro-5-(9-phenanthryl)-phenyl]-2,4,6-triazine ClC=1C=C(C=C(C1)C=1C2=CC=CC=C2C=2C=CC=CC2C1)N1CN=CN=C1